Pyridin-2-ylmethaneamine N1=C(C=CC=C1)CN